(3-(4-(dimethylamino)piperidin-1-yl)-4-nitrophenyl)(8-(1-methyl-6-(trifluoromethyl)-1H-benzo[d]imidazol-5-yl)indolizin-3-yl)methanone CN(C1CCN(CC1)C=1C=C(C=CC1[N+](=O)[O-])C(=O)C1=CC=C2C(=CC=CN12)C1=CC2=C(N(C=N2)C)C=C1C(F)(F)F)C